C(C)(=O)NC1=CC(=C(C(=C1)F)C=1N=C2N(C=CC(=C2)CF)C1C[C@H]1CN(CCO1)C(=O)OC)F methyl (S)-2-((2-(4-acetamido-2,6-difluorophenyl)-7-(fluoromethyl)imidazo[1,2-a]pyridin-3-yl)methyl)morpholine-4-carboxylate